glycerol diacetate monocaprylate C(CCCCCCC)(=O)OCC(COC(C)=O)OC(C)=O